methyl-(5-methylpyridin-2-yl)carbamic chloride CN(C(=O)Cl)C1=NC=C(C=C1)C